6-(4-Chlorophenyl)-8-(1-methyl-1H-pyrazol-4-yl)imidazo[1,5-a]pyrazine ClC1=CC=C(C=C1)C=1N=C(C=2N(C1)C=NC2)C=2C=NN(C2)C